CC=1N=NC=C(C1[C@@H](C)OC=1C=C2C(=NNC2=CC1)C=1C=C(C#N)C=C(C1)OCC)C 3-[5-[(1R)-1-(3,5-dimethylpyridazin-4-yl)ethoxy]-1H-indazol-3-yl]-5-ethoxy-benzonitrile